C(C1=CC=CC=C1)SC1=NC(=CC=C1O[C@H](C)C=1C=C(C=C2C(C(=C(OC12)C=1C=NN(C1)CCO[Si](C)(C)C(C)(C)C)C)=O)C)Cl 8-[(1R)-1-[(2-Benzylsulfanyl-6-chloro-3-pyridyl)oxy]ethyl]-2-[1-[2-[tert-butyl(dimethyl)silyl]oxyethyl]pyrazol-4-yl]-3,6-dimethyl-chromen-4-one